C1(CC1)C(=O)NC1=CC(=C(N=N1)C(=O)NC([2H])([2H])[2H])NC1=C(C(=CC=C1)C=1N=NC(=CC1)C(C)(C)O)OC 6-(cyclopropanecarboxamido)-4-((3-(6-(2-hydroxypropan-2-yl)pyridazin-3-yl)-2-methoxyphenyl)amino)-N-trideuteromethylpyridazine-3-carboxamide